1-ethyl-N-(6-fluoroquinolin-8-yl)-1H-imidazole-2-sulfonamide C(C)N1C(=NC=C1)S(=O)(=O)NC=1C=C(C=C2C=CC=NC12)F